(undec-2-en-8-yn-2-yl)naphthalene CC(=CCCCCC#CCC)C1=CC=CC2=CC=CC=C12